1-[(methylsulfanyl)methoxy]-4-nitrobenzene CSCOC1=CC=C(C=C1)[N+](=O)[O-]